COC(=O)NC(C(=O)NC(C(=O)O)CCN(CCCCC1=NC=2NCCCC2C=C1)CCOC)C(C)C 2-[[2-(methoxycarbonylamino)-3-methyl-butanoyl]amino]-4-[2-methoxyethyl-[4-(5,6,7,8-tetrahydro-1,8-naphthyridin-2-yl)butyl]amino]butanoic acid